2-(chloromethyl)-3-methyl-oxirane ClCC1OC1C